Tris-(2-Carboxyethyl)phosphine hydrochloride Cl.C(=O)(O)CCP(CCC(=O)O)CCC(=O)O